pyrido[3,2-e]pyrazine-2-carboxylic acid N1=C(C=NC2=C1C=CC=N2)C(=O)O